ethyl (R)-5-((1-aminobutan-2-yl)oxy)-1H-indazole-6-carboxylate dihydrochloride Cl.Cl.NC[C@@H](CC)OC=1C=C2C=NNC2=CC1C(=O)OCC